potassium hexafluoronickel(IV) F[Ni-2](F)(F)(F)(F)F.[K+].[K+]